N-(3-(((6-(Isoindolin-2-ylmethyl)-4-oxo-4H-pyran-3-yl)oxy)methyl)-cyclopentyl)-methanesulfonamide C1N(CC2=CC=CC=C12)CC1=CC(C(=CO1)OCC1CC(CC1)NS(=O)(=O)C)=O